tetramethyl-dibutyl-guanidine acetate C(C)(=O)O.CC(C(NC(=N)NCCCC)(C)C)(CC)C